FC1(CN(C1)NC(=O)C=1C=NN2C1N=C(C=C2NC)NC=2C=C(C=C1C2OCCC12CC2)F)F N-(3,3-Difluoroazetidin-1-yl)-5-((6-fluorospiro[chromane-4,1'-cyclopropane]-8-yl)amino)-7-(methylamino)pyrazolo[1,5-a]pyrimidine-3-carboxamide